3-(2-methoxy-4-methylphenyl)-2-methylcyclopent-2-en-1-one COC1=C(C=CC(=C1)C)C1=C(C(CC1)=O)C